tert-butyl 2-[4-[4-(4,4,5,5-tetramethyl-1,3,2-dioxaborolan-2-yl)phenyl]pyrazol-1-yl]acetat CC1(OB(OC1(C)C)C1=CC=C(C=C1)C=1C=NN(C1)CC(=O)OC(C)(C)C)C